tert-Butyl 4,5,6,9,10,12-hexahydropyrazolo[3,4-c]pyrido[4',3':3,4]pyrazolo[1,5-a]azepine-1(2H)-carboxylate N1(NCC2=C1C=1N(CCC2)N=C2C1CNCC2)C(=O)OC(C)(C)C